(2r,3r,4r,5s)-1-(((1r,4r)-4-(2-fluoroprop-2-yl)cyclohexyl)methyl)-2-methylpiperidine-3,4,5-triol FC(C)(C)C1CCC(CC1)CN1[C@@H]([C@H]([C@@H]([C@H](C1)O)O)O)C